COC=1N=NC(=CC1C1=NC(=CC=C1C(C)=O)N1C=NC2=C1C=CC(=C2)NC=2N=NC(=CC2)C)C(F)(F)F 1-[2-[3-methoxy-6-(trifluoromethyl)pyridazin-4-yl]-6-[5-[(6-methylpyridazin-3-yl)amino]benzimidazol-1-yl]-3-pyridyl]ethanone